D-glucopyranosuronic acid OC1[C@H](O)[C@@H](O)[C@H](O)[C@H](O1)C(=O)O